C(C)OC(C(C)(C)C1=CC(=CC=C1)Br)=O 2-(3-bromophenyl)-2-methylpropionic acid ethyl ester